FC=1C=C(CNC=2C=C3C(=NNC3=CC2)/C=C/C(=O)NC)C=C(C1)F (E)-3-(5-((3,5-difluorobenzyl)amino)-1H-indazol-3-yl)-N-methylacrylamide